chloro(crotyl)[(p-dimethylaminophenyl)(di-tert-butylphosphine)] palladium(II) [Pd+2].ClC(C(C)(C)P(C(C)(C)C)C1=CC=C(C=C1)N(C)C)CC=CC